(2S,4r)-1-[(2S)-2-[4-(benzenesulfonylaminomethyl)triazol-1-yl]-3,3-dimethyl-butyryl]-4-hydroxy-N-methyl-pyrrolidine-2-carboxamide C1(=CC=CC=C1)S(=O)(=O)NCC=1N=NN(C1)[C@H](C(=O)N1[C@@H](C[C@H](C1)O)C(=O)NC)C(C)(C)C